4-(piperazin-1-yl)-6-(1-(tetrahydro-2H-pyran-4-yl)-1H-pyrazol-4-yl)pyrazolo[1,5-a]pyridine-3-carbonitrile N1(CCNCC1)C=1C=2N(C=C(C1)C=1C=NN(C1)C1CCOCC1)N=CC2C#N